(S)-ethyl(imino)(4-((7-methoxyquinolin-4-yl)oxy)phenyl)-λ6-sulfanone C(C)[S@](=O)(C1=CC=C(C=C1)OC1=CC=NC2=CC(=CC=C12)OC)=N